C(CCC)OC(C1CCN(CC1)C=1C=CC(=NC1)C1CNCCC1)OCCCC 5-[4-(Dibutoxymethyl)piperidin-1-yl]-2-(piperidin-3-yl)pyridine